COC1=CC=C(CN2C3(CCC4(OCCO4)CC3)COCC2)C=C1 9-(4-methoxybenzyl)-1,4,12-trioxa-9-azadispiro[4.2.58.25]pentadecane